dioctanoate (di-normal-propyl isocinchomeronate) C(CC)C1=C(C(=NC=C1C(=O)O)C(=O)O)CCC.C(CCCCCCC)(=O)O.C(CCCCCCC)(=O)O